FC(C1=CC2=C(SC(=C2)C(=O)O)C=C1)P(=O)(OC1=CC=CC=C1)N[C@H](C(OCCC)=O)CC 5-(fluoro((((S)-1-oxo-1-propoxybutan-2-yl)amino)(phenoxy)phosphoryl)methyl)benzo[b]thiophene-2-carboxylic acid